N-((1R)-3-Cyano-3-azabicyclo[3.1.0]hexan-1-yl)-5-(4-phenoxypyridin-3-yl)-1H-pyrazol-3-carboxamid C(#N)N1C[C@]2(CC2C1)NC(=O)C1=NNC(=C1)C=1C=NC=CC1OC1=CC=CC=C1